2-[3-bromo-5-(benzimidazol-1-yl)phenoxy]-9-(4-tert-butylpyridin-2-yl)carbazole BrC=1C=C(OC2=CC=3N(C4=CC=CC=C4C3C=C2)C2=NC=CC(=C2)C(C)(C)C)C=C(C1)N1C=NC2=C1C=CC=C2